dihydroxy-4-ethoxy-4'-butoxybenzophenone OC=1C(=C(C(=O)C2=CC=C(C=C2)OCCCC)C=CC1OCC)O